O(C)CC(C)=O methoxyl-acetone